(2r,3r,4r,5s)-1-(2-([1,1'-biphenyl]-4-yl)ethyl)-2-methylpiperidine-3,4,5-triol C1(=CC=C(C=C1)CCN1[C@@H]([C@H]([C@@H]([C@H](C1)O)O)O)C)C1=CC=CC=C1